2-methyl-1-[(3-nitro-4-quinolyl)amino]propan-2-ol CC(CNC1=C(C=NC2=CC=CC=C12)[N+](=O)[O-])(C)O